(2-amino-[1,2,4]triazolo[1,5-a]pyridin-7-yl)-N-(2,2-difluoro-3-(4-fluorophenyl)-3-methoxypropyl)-2-fluoro-6-methylbenzamide NC1=NN2C(C=C(C=C2)C=2C(=C(C(=O)NCC(C(OC)C3=CC=C(C=C3)F)(F)F)C(=CC2)C)F)=N1